1-(3-methoxy-5-(trifluoromethyl)pyridin-2-yl)piperazine hydrochloride Cl.COC=1C(=NC=C(C1)C(F)(F)F)N1CCNCC1